2-(1-(2-(2,6-dioxopiperidin-3-yl)-1,3-dioxoisoindolin-5-yl)azetidin-3-yl)acetic acid O=C1NC(CCC1N1C(C2=CC=C(C=C2C1=O)N1CC(C1)CC(=O)O)=O)=O